C(C)C1=CC=2C(N(CC3(CC3)C2O1)CC(=O)OCC)=O ethyl 2-(2-ethyl-4-oxo-spiro[6H-furo[3,2-c]pyridine-7,1'-cyclopropane]-5-yl)acetate